[Li]CC1=CC=C(C2=C(C=CC=C12)C[Li])C[Li] 1,4,5-tris(lithiomethyl)naphthalene